9-oxo-2-(trifluoromethyl)-9H-indeno[2,1-d]pyrimidine-7-Carbonitrile O=C1C=2C=C(C=CC2C2=C1N=C(N=C2)C(F)(F)F)C#N